CC1=C(C=CC(=C1)C1=C(C(=C(C2=CC=C(C=C12)N)O)\N=N\[H])S(=O)(=O)O)C1=C(C=C(C=C1)C1=C(C(=C(C2=CC=C(C=C12)N)O)\N=N\[H])S(=O)(=O)O)C 1,1'-(2,2'-dimethyl[1,1'-biphenyl]-4,4'-diyl)bis{7-amino-4-hydroxy-3-[(E)-diazenyl]naphthalene-2-sulfonic acid}